O1C=C(C=C1)CO 3-furanmethanol